4-chloro-2-(trifluoromethyl)pyrimidine-5-carbonitrile ClC1=NC(=NC=C1C#N)C(F)(F)F